CS(=O)(=O)OCCOCCOCCCl 2-(2-(2-chloroethoxy) ethoxy)ethyl methanesulfonate